neopentanetetrayl tetrakis(3-laurylthiopropionate) C(CCCCCCCCCCC)CCC(=S)OC(C(COC(CCCCCCCCCCCCCC)=S)(C)C)(OC(CCCCCCCCCCCCCC)=S)OC(CCCCCCCCCCCCCC)=S